(2S,3S)-2,3-bis(benzoyloxy)succinic acid (R)-(4-(1-(2-cyano-1-cyclopentylethyl)-1H-pyrazol-4-yl)-7H-pyrrolo[2,3-d]pyrimidin-7-yl)methylpivalate C(#N)C[C@H](C1CCCC1)N1N=CC(=C1)C=1C2=C(N=CN1)N(C=C2)CCC(C(=O)O)(C)C.C(C2=CC=CC=C2)(=O)O[C@H](C(=O)O)[C@@H](C(=O)O)OC(C2=CC=CC=C2)=O